3-[(2-chloro-6-fluorophenyl)methyl]-4-[(4,4-difluorocyclohexyl)methyl]-4,5-dihydro-1,2,4-thiadiazol-5-one ClC1=C(C(=CC=C1)F)CC1=NSC(N1CC1CCC(CC1)(F)F)=O